FC1([C@@H](CNC[C@@H]1C)N1C(C2=CC=CC=C2C1=O)=O)F 2-[(3R,5s)-4,4-difluoro-5-methyl-3-piperidinyl]isoindoline-1,3-dione